2-(5-(4-Fluorophenyl)thiophen-2-yl)-1-(4-methylpiperazin-1-yl)ethan-1-on FC1=CC=C(C=C1)C1=CC=C(S1)CC(=O)N1CCN(CC1)C